FC=1C=C(C=2C=C(NC2C1)C1=CC=C(C=C1)F)C(=O)OC methyl 6-fluoro-2-(4-fluorophenyl)-1H-indole-4-carboxylate